C(=O)(O)C=1C=C(C(=O)C2=CC=CC=C2)C=CC1 3-carboxybenzophenone